FC1=CC=CC=2C(=COC21)C(=O)O 7-fluorobenzofuran-3-carboxylic acid